Cl.C1NCC12CCN(CC2)C=2C=C1C(N(C(C1=CC2)=O)C2C(NC(CC2)=O)=O)=O 5-(2,7-diazaspiro[3.5]non-7-yl)-2-(2,6-dioxo-3-piperidinyl)isoindoline-1,3-dione hydrochloride